(2S)-2-[(2S,3S)-2-[(2S)-3-(4-hydroxyphenyl)-2-{[(2R)-pyrrolidin-2-yl]formamido}propanamido]-3-methylpentanamido]-5,5-dimethylhexanoic acid OC1=CC=C(C=C1)C[C@@H](C(=O)N[C@H](C(=O)N[C@H](C(=O)O)CCC(C)(C)C)[C@H](CC)C)NC(=O)[C@@H]1NCCC1